C1(=CC=CC=C1)N(C1=CC=CC=C1)C1=CC=2C3(C4=CC(=CC=C4C2C=C1)N(C1=CC=CC=C1)C1=CC=CC=C1)C1=CC(=CC=C1C=1C=CC(=CC13)N(C1=CC=CC=C1)C1=CC=CC=C1)N(C1=CC=CC=C1)C1=CC=CC=C1 2,2',7,7'-tetrakis-(N,N-di-phenylamino)-9,9'-spirobifluorene